OCC(CNC(OCC1=CC=CC=C1)=O)(C)C benzyl (3-hydroxy-2,2-dimethylpropyl)carbamate